BrC=1N=C(N(C1)C([2H])([2H])[2H])C#N 4-bromo-1-(methyl-d3)-1H-imidazole-2-carbonitrile